C(C)(C)(C)OC(=O)N1C(CCC1)C1=CC(=C(C=C1)C=1N=C2SC3=C(N2C1)C=C(C(=C3)C(=O)OC)OC)F methyl 2-(4-(1-(tert-butoxycarbonyl)pyrrolidin-2-yl)-2-fluorophenyl)-6-methoxybenzo[d]imidazo[2,1-b]thiazole-7-carboxylate